N1=CC(=CC=C1)C=1C=C(C=O)C=CC1 3-(pyridin-3-yl)benzaldehyde